BrC=1C=NN2C1C=C(C=C2)C(=O)N(C)C=2C=CC(=C(C(=O)OC)C2)C#N Methyl 5-(3-bromo-N-methylpyrazolo[1,5-a]pyridine-5-carboxamido)-2-cyanobenzoate